O[C@H]1CN(CC1)C1=NC=2N(C=C1)N=CC2C(=O)OCC 1-Ethyl 5-[(3R)-3-hydroxypyrrolidin-1-yl]pyrazolo[1,5-a]pyrimidine-3-carboxylate